COC(=O)C1=CC=C(C=C1)[C@@H]1C=C(CCN1C(=O)O)C=1SC(=CC1)C (S)-6-(4-(methoxycarbonyl)phenyl)-4-(5-methylthiophen-2-yl)-3,6-dihydropyridine-1(2H)-carboxylic acid